The molecule is a lignan that is 2,3-diemthylbutane substituted by a 3,4,5-trimethoxyphenyl group at position 1 and a 4-hydroxy-3-methoxyphenyl group at position 4. It has been isolated from the bark of Machilus robusta. It has a role as a plant metabolite. It is a lignan, a member of phenols and a member of methoxybenzenes. C[C@@H](CC1=CC(=C(C=C1)O)OC)[C@H](C)CC2=CC(=C(C(=C2)OC)OC)OC